C1(=CC=CC=C1)/C(/C(=O)OCCCC)=C(/C(=O)OCCCC)\C1=CC=CC=C1 di-n-butyl 2,3-diphenylmaleate